tert-butyl [(1S)-1-{1-[5-(morpholin-4-ylsulfonyl)pyridin-2-yl]-1H-1,2,4-triazol-5-yl}ethyl]carbamate N1(CCOCC1)S(=O)(=O)C=1C=CC(=NC1)N1N=CN=C1[C@H](C)NC(OC(C)(C)C)=O